3,5-diacetyl-1,4-Dihydropyridinium C(C)(=O)C1=C[NH2+]C=C(C1)C(C)=O